FC=1C=C(C2=CN(N=C2C1N1CC(NS1(=O)=O)=O)CC1=CC=C(C=C1)OC)CNC1=NC(=CC=C1)OC 5-(6-fluoro-2-(4-methoxybenzyl)-4-(((6-methoxypyridin-2-yl)amino)methyl)-2H-indazol-7-yl)-1,2,5-thiadiazolidin-3-one 1,1-dioxide